5-chloro-2-[3-(1-hydroxyethyl)-6-[6-(6-methylpyridazin-3-yl)oxypyrazolo[1,5-a]pyridin-3-yl]pyridin-2-yl]pyrazole-3-carbonitrile ClC=1C=C(N(N1)C1=NC(=CC=C1C(C)O)C=1C=NN2C1C=CC(=C2)OC=2N=NC(=CC2)C)C#N